ClC1=C(C=CC=C1)NC(=O)C1=CC=C(C=C1)NC1=NC(=NC=C1F)NC1=CC=C(C=C1)NC(=O)N1CCC(CC1)CCN1CCN(CC1)C1=CC=C(C=C1)C1C(NC(CC1)=O)=O N-(4-((4-((4-((2-chlorophenyl)carbamoyl)phenyl)amino)-5-fluoropyrimidin-2-yl)amino)phenyl)-4-(2-(4-(4-(2,6-dioxopiperidin-3-yl)phenyl)piperazin-1-yl)ethyl)piperidine-1-carboxamide